N-((9Z,12Z)-octadec-9,12-dien-1-yl)-N-(2-(piperazin-1-yl)ethyl)octadec-9,12-dien-1-amine C(CCCCCCC\C=C/C\C=C/CCCCC)N(CCCCCCCCC=CCC=CCCCCC)CCN1CCNCC1